5-benzyloxy-2-chloro-pyrimidine C(C1=CC=CC=C1)OC=1C=NC(=NC1)Cl